OC=1C=C2CC[C@H]([C@H](C2=CC1)C1=CC=C(C=C1)N1CCC(CC1)=O)C1=CC=CC=C1 1-(4-((1S,2R)-6-hydroxy-2-phenyl-1,2,3,4-tetrahydronaphthalen-1-yl)phenyl)piperidin-4-one